N-ethyl-2-(4-hydroxy-1-methylpiperidin-4-yl)-N-methylacetamide C(C)N(C(CC1(CCN(CC1)C)O)=O)C